1-(3,3-Dimethyl-2-oxo-butyl)-6-(4-methoxyphenyl)-3H-imidazo[4,5-b]pyridin-2-one CC(C(CN1C(NC2=NC=C(C=C21)C2=CC=C(C=C2)OC)=O)=O)(C)C